N-trans-{3-[1-(2-nitrophenyl)-1H-pyrrol-2-yl]-allylidene}-aminoguanidine [N+](=O)([O-])C1=C(C=CC=C1)N1C(=CC=C1)C=CC=NC(NN)=N